C(C)(C)(C)OC(=O)N1CC=2C(CC1)=NOC2C(F)(F)F 3-(trifluoromethyl)-6,7-dihydro-4H-isoxazolo[4,3-c]Pyridine-5-carboxylic acid tert-butyl ester